FC=1C=C(C=NC1N1CCC(CC1)NC)C1C(NC(CC1)=O)=O 3-[5-fluoro-6-[4-(methylamino)-1-piperidinyl]-3-pyridinyl]piperidine-2,6-dione